SCCSCC1=CC=C(C=C1)CSCCS 1,4-bis(2-mercaptoethylthiomethyl)benzene